N-((2-(2,6-dioxopiperidin-3-yl)-3-oxoisoindolin-5-yl)methyl)-3-(4'-fluoro-[1,1'-biphenyl]-3-yl)propanamide O=C1NC(CCC1N1CC2=CC=C(C=C2C1=O)CNC(CCC=1C=C(C=CC1)C1=CC=C(C=C1)F)=O)=O